CC1C(C1)COC1=NC(=CC=C1/C=C/C(=O)NC1=CC=CC=2NC(NC21)=O)C(F)(F)F (E)-3-(2-((2-Methylcyclopropyl)methoxy)-6-(trifluoromethyl)pyridin-3-yl)-N-(2-oxo-2,3-dihydro-1H-benzo[d]imidazol-4-yl)acrylamid